2-oxo-2-furanacetic acid C1=COC(=C1)C(=O)C(=O)O